BrC=1C(=NC=CC1)[C@H](C)OC[C@H](C)OCC=O 2-(((S)-1-((S)-1-(3-bromopyridin-2-yl)ethoxy)propan-2-yl)oxy)acetaldehyde